CNC1=CC(=NC=2N1N=CC2C(=O)N2NCCC2)NC=2C(N(C=CC2)C2=NC=CC=C2)=O 3-((7-(Methylamino)-3-(pyrazolidine-1-carbonyl)pyrazolo[1,5-a]pyrimidin-5-yl)amino)-2H-[1,2'-bipyridin]-2-one